BrC=1N=C(C(=NC1)N)OC=1C=NN(C1)CCOC 5-bromo-3-((1-(2-methoxyethyl)-1H-pyrazol-4-yl)oxy)pyrazin-2-amine